(5R)-(-)-6-[3-chloro-2-hydroxy-4-(3-hydroxypropoxyl)-5-methylphenyl]-5-methyl-4,5-dihydro-2H-pyridazin-3-one ClC=1C(=C(C=C(C1OCCCO)C)C=1[C@@H](CC(NN1)=O)C)O